OCCO[C@@H]1C[C@H](NC1)C(=O)O (2S,4R)-4-(2-hydroxyethoxy)-pyrrolidine-2-carboxylic acid